C(C)(C)(C)OC(=O)N1CC(C1)CC(=O)O 2-(1-(tert-Butyloxycarbonyl)azetidin-3-yl)acetic acid